(R)-2-cyclobutyl-N-(4-methyl-3-(4-methyloxazol-2-yl)phenyl)propenamide C1(CCC1)C(C(=O)NC1=CC(=C(C=C1)C)C=1OC=C(N1)C)=C